(4-fluorophenyl)carbamic chloride FC1=CC=C(C=C1)NC(=O)Cl